CC1N(C(C1)C)C1=C(C=C(C=C1)C1=NNC(OC1)=O)C(F)(F)F 5-{4-[2,4-Dimethylazetidin-1-yl]-3-(trifluoromethyl)phenyl}-3,6-dihydro-2H-1,3,4-oxadiazin-2-one